C(C)(C)(C)OC(NC1CCC(CC1)C=1C=C2CN(CC2=C(C1)N1CCCC2=CC(=C(C=C12)C(F)F)C=1C=NN(C1)C)C(C)=O)=O ((1s,4s)-4-(2-acetyl-7-(7-(difluoromethyl)-6-(1-methyl-1H-pyrazol-4-yl)-3,4-Dihydroquinolin-1(2H)-yl)isoindolin-5-yl)cyclohexyl)carbamic acid tert-butyl ester